3-(2-chloro-3-(5-fluoro-6-((3-methyl-2-oxotetrahydropyrimidin-1(2H)-yl)methyl)pyridin-3-yl)phenyl)piperidine-2,6-dione ClC1=C(C=CC=C1C=1C=NC(=C(C1)F)CN1C(N(CCC1)C)=O)C1C(NC(CC1)=O)=O